tert-Butyl 3-methyl-6-[4-[[(2S,6R)-4-(8-cyano-5-quinolyl)-6-methyl-morpholin-2-yl]methyl]piperazin-1-yl]-3,4-dihydro-1H-2,7-naphthyridine-2-carboxylate CC1N(CC2=CN=C(C=C2C1)N1CCN(CC1)C[C@H]1CN(C[C@H](O1)C)C1=C2C=CC=NC2=C(C=C1)C#N)C(=O)OC(C)(C)C